5-chloro-N-methyl-N-(3-methylbenzyl)furan-2-carboxamide ClC1=CC=C(O1)C(=O)N(CC1=CC(=CC=C1)C)C